COS(=O)(=O)[O-].[NH4+].C(C)O.C(C)O.C(C)O triethanol ammonium methyl-sulfate